OCCN1N=CC(=C1)NC1=NC=CC(=N1)C1=CN(C2=CC(=CC=C12)NC(C#C)=O)C N-[3-[2-[[1-(2-hydroxyethyl)pyrazol-4-yl]amino]pyrimidin-4-yl]-1-methyl-indol-6-yl]prop-2-ynamide